N1N=CC(=C1)CNC(=O)NC1=CC=C(C=C1)S(=O)(=O)C1(CC=CC=C1)C=1C=NC=CC1 1-(1H-Pyrazol-4-ylmethyl)-3-[4-(1-pyridin-3-yl-benzenesulfonyl)-phenyl]-urea